bis[1,3-bis(2,4,6-trimethylphenyl)-2-imidazolidinylidene]dichloro(butenylidene)ruthenium (II) CC1=C(C(=CC(=C1)C)C)N1C(N(CC1)C1=C(C=C(C=C1C)C)C)=[Ru-6](=C=CCC)(Cl)(Cl)=C1N(CCN1C1=C(C=C(C=C1C)C)C)C1=C(C=C(C=C1C)C)C